fluoro-1,8-octanediol FC(CCCCCCCO)O